androstane-5,16-diene-3beta-propionate C[C@@]12C=CC[C@H]1[C@@H]1CC=C3C[C@H](CC[C@]3(C)[C@H]1CC2)CCC(=O)[O-]